2-(2,6-dimethylpyridin-4-yl)-1,5,7,8-tetrahydro-6H-pyrrolo[3,2-b][1,7]naphthyridine-6-carboxylate CC1=NC(=CC(=C1)C1=CC2=NC=3CN(CCC3C=C2N1)C(=O)[O-])C